O(C1=CC=CC=C1)C1=CC=C(C=C1)N1N=C2C(NCC[C@@H]2N2CC3N(C(C2)C3)C(C=C)=O)=C1C(=O)N (7S)-2-(4-phenoxyphenyl)-7-[6-(prop-2-enoyl)-3,6-diazabicyclo[3.1.1]heptan-3-yl]-4,5,6,7-tetrahydro-2H-pyrazolo[4,3-b]pyridine-3-carboxamide